N-(2-(1H-1,2,4-triazol-1-yl)ethyl)-5-chloro-3-phenylpyridin-2-amine N1(N=CN=C1)CCNC1=NC=C(C=C1C1=CC=CC=C1)Cl